O=C1NC(CCC1N1C(=CC2=CC(=CC=C12)S(=O)(=O)F)C)=O 1-(2,6-dioxopiperidin-3-yl)-2-methyl-1H-indole-5-sulfonyl fluoride